P(O)(O)(=S)O[C@H]1[C@H]([C@@H](O[C@@H]1CO)N1C=NC=2C(=O)NC(N)=NC12)OCCOC O-methoxyethyl guanosine-3'-phosphorothioate